(2-fluoro-4-iodo-phenoxy)-triisopropyl-silane FC1=C(O[Si](C(C)C)(C(C)C)C(C)C)C=CC(=C1)I